FC(C=1C=C(C=CC1C(F)(F)F)NC(NCCCOCCCCCCCCCC(=O)O)=O)(F)F 10-(3-(3-(3,4-bis(trifluoromethyl)phenyl)ureido)propoxy)decanoic acid